(+/-)-[2-{3,5-difluoro-4-[(1H-pyrrolo[2,3-b]pyridin-4-yl)oxy]anilino}-5-methyl-5,6-dihydro-4H-1,3-oxazin-5-yl]methanol FC=1C=C(NC=2OC[C@@](CN2)(C)CO)C=C(C1OC1=C2C(=NC=C1)NC=C2)F |r|